C(C)(=O)C1=CC2=C(N=C(N=C2)C=2C(=NC=NC2OC)C2CC2)N(C1=O)CC1=CC=C(C=C1)C=1N(C=C(N1)C(F)(F)F)C 6-acetyl-2-(4-cyclopropyl-6-methoxypyrimidin-5-yl)-8-({4-[1-methyl-4-(trifluoromethyl)imidazol-2-yl]phenyl}methyl)pyrido[2,3-d]pyrimidin-7-one